BrC1=CC=C(C=C1)C1C2=C(OC1)C=CC1=CC(=CC=C12)C(=O)N1CC2=CC(=C(C=C2CC1)OC)OC (1-(4-bromophenyl)-1,2-dihydronaphtho[2,1-b]furan-7-yl)(6,7-dimethoxy-3,4-dihydroisoquinoline-2(1H)-yl)methanone